2,2-difluorospiro[3.3]heptan-6-one FC1(CC2(C1)CC(C2)=O)F